1-(4-methoxyphenyl)cyclopropane COC1=CC=C(C=C1)C1CC1